BrCCOCCOCCOCCOCCOCC(=O)OC(C)(C)C tert-butyl 2-[2-[2-[2-[2-(2-bromoethoxy)ethoxy]ethoxy]ethoxy]ethoxy]acetate